C(=O)NC(C#N)CNC=O.[Na] sodium formamido-beta-formamidopropionitrile